2-hydroxypropylnicotinate OC(COC(C1=CN=CC=C1)=O)C